C1(=CC=CC=C1)[N] N-phenyl-nitrogen